C(C=C)(=O)[O-].[Fe+3].C(#N)[Fe-4](C#N)(C#N)(C#N)(C#N)C#N hexacyanoiron(II) iron(III) acrylate